C[C@]12CC[C@H](C1(C)C)C(=O)C2=O (1S)-(+)-Camphorquinone